OC1=CC(=C(C=C1C(C)(C)C)SC1=C(C=C(C(=C1)C(C)(C)C)O)C)C bis-[4-hydroxy-2-methyl-5-tert.-butylphenyl]sulfide